2-(2-ethoxyphenyl)ethan-1-ol C(C)OC1=C(C=CC=C1)CCO